3,6-Dichloro-1-(3-((2',5,5'-trimethyl-4-nitro-2'H-[1,3'-bipyrazol]-3-yl)oxy)propyl)-1H-pyrazolo[3,4-d]pyrimidine ClC1=NN(C2=NC(=NC=C21)Cl)CCCOC2=NN(C(=C2[N+](=O)[O-])C)C=2N(N=C(C2)C)C